ClC1=CC=C2C(C(NC(C2=C1)=O)=O)(F)F 7-chloro-4,4-difluoroisoquinoline-1,3(2h,4h)-dione